3-([1,1'-biphenyl]-4-yl)-7-methyl-1H-indole-2-carboxylic acid C1(=CC=C(C=C1)C1=C(NC2=C(C=CC=C12)C)C(=O)O)C1=CC=CC=C1